(S)-8-(7,7-difluoro-2-((2S,3R)-3-hydroxy-2-methylazetidin-1-yl)-6,7-dihydro-5H-cyclopenta[d]pyrimidin-4-yl)-2-ethyl-3,4-dihydrobenzo[f][1,4]oxazepin-5(2H)-one FC1(CCC2=C1N=C(N=C2C2=CC1=C(C(NC[C@@H](O1)CC)=O)C=C2)N2[C@H]([C@@H](C2)O)C)F